4-(2-fluoro-6-methoxyphenyl)-N-(5-((5-(1-hydroxyethyl)pyrazin-2-yl)methoxy)-1,3,4-thiadiazol-2-yl)-6-methylpyridine-3-carboxamide FC1=C(C(=CC=C1)OC)C1=C(C=NC(=C1)C)C(=O)NC=1SC(=NN1)OCC1=NC=C(N=C1)C(C)O